cobalt (iii) trichlorohexaanimine ClC(CCCCC=N)(Cl)Cl.[Co+3]